4-(4-((5-cyclopropyl-3-(2,6-dichlorophenyl)isoxazol-4-yl)methoxy)piperidin-1-yl)-3-fluorobenzonitrile C1(CC1)C1=C(C(=NO1)C1=C(C=CC=C1Cl)Cl)COC1CCN(CC1)C1=C(C=C(C#N)C=C1)F